C(C)(C)C(C(=O)[O-])(C(=O)[O-])C(C)C.[Na+].[Na+] sodium 2,2-diisopropylmalonate